C(C1=CC=CC=C1)C=1N(C=2C(=C3CC[C@@H](N(C3=CC2)C(=O)OC)C)N1)C1CCCC1 cis-3-[(7S)-2-Benzyl-6-(methoxycarbonyl)-7-methyl-3H,6H,7H,8H,9H-imidazo[4,5-f]chinolin-3-yl]cyclopentan